C(C)(C)(C)OC(=O)N1[C@@H](CN(CC1)C=1C=C(C=NC1)B(O)O)C (R)-(5-(4-(tert-butoxycarbonyl)-3-methylpiperazin-1-yl)pyridin-3-yl)boronic acid